ClC=1C=C(C=CC1C(C)=O)C1=CC=C(C=C1)OCC 1-(3-chloro-4'-ethoxy-[1,1'-biphenyl]-4-yl)ethan-1-one